C12(CC3CC(CC(C1)C3)C2)C2=NOC(=N2)CC(C(=O)OC(C)(C)C)P(=O)(OCC)OCC tert-butyl 3-(3-(adamantan-1-yl)-1,2,4-oxadiazol-5-yl)-2-(diethoxyphosphoryl)propanoate